CSC(C(=O)N1C(CCCC1)C=1NC=C(N1)C1=CC=C(C=C1)C=C)C 2-(Methylsulfanyl)-1-(2-(4-(4-vinylphenyl)-1H-imidazol-2-yl)piperidin-1-yl)propan-1-one